N-(4-((6-(1-cyclobutyl-1H-pyrazol-4-yl)-2-(1,1-difluoroethyl)pyrimidin-4-yl)amino)-5-methoxypyridin-2-yl)acetamide C1(CCC1)N1N=CC(=C1)C1=CC(=NC(=N1)C(C)(F)F)NC1=CC(=NC=C1OC)NC(C)=O